3-Chloro-4-((3,5-difluoropyridin-2-yl)methoxy)-1-(5-(6-(2-hydroxypropan-2-yl)pyridin-2-yl)-2-methylphenyl)-6-methylpyridin-2(1H)-one ClC=1C(N(C(=CC1OCC1=NC=C(C=C1F)F)C)C1=C(C=CC(=C1)C1=NC(=CC=C1)C(C)(C)O)C)=O